C(C)(C)(C)OC(=O)N1CCC2=C(C=CC=C12)CC=1C(OC2=CC(=CC=C2C1C)OC1=NC=CC=C1F)=O.C1(=CC=CC=C1)[Si](C1=CC=CC=C1)(C1=CC=CC=C1)N(CCCN1C(C(C)=CC1=O)=O)[Si](C1=CC=CC=C1)(C1=CC=CC=C1)C1=CC=CC=C1 N-[3-bis(triphenylsilyl)amino-1-propyl]citraconimide tert-butyl-4-[[7-[(3-fluoro-2-pyridyl)oxy]-4-methyl-2-oxo-chromen-3-yl]methyl]indoline-1-carboxylate